7-methyl-5-(methylthio)-1-tosyl-1H-indole-4-carbaldehyde CC1=CC(=C(C=2C=CN(C12)S(=O)(=O)C1=CC=C(C)C=C1)C=O)SC